N-{4-bromo-2-[(1S)-1-(4-fluorophenyl)ethoxy]phenyl}-1,1-difluoromethanesulfonamide BrC1=CC(=C(C=C1)NS(=O)(=O)C(F)F)O[C@@H](C)C1=CC=C(C=C1)F